CS(=O)(=O)NOP(O)(O)=O methylsulfonylaminophosphoric acid